2-cyano-2,3-diisopentylbutylsuccinic acid diethyl ester C(C)OC(C(CC(=O)OCC)CC(C(C)CCC(C)C)(CCC(C)C)C#N)=O